BrC=1C=C(C(=C(C1)F)C)[N+](=O)[O-] 5-bromo-1-fluoro-2-methyl-3-nitrobenzene